5-Amino-N-(4-chloro-3-cyano-1H-indol-7-yl)-1-(2,2-difluoroethyl)pyrazol-4-sulfonamid NC1=C(C=NN1CC(F)F)S(=O)(=O)NC=1C=CC(=C2C(=CNC12)C#N)Cl